2-(trimethylsilyl)ethanethiol C[Si](CCS)(C)C